(S)-2-(4-(2-Ethyl-4-(2-hydroxy-2-methylpropanoyl)piperazin-1-yl)-5-phenyl-7H-pyrrolo[2,3-d]pyrimidin-7-yl)isonicotinonitrile C(C)[C@@H]1N(CCN(C1)C(C(C)(C)O)=O)C=1C2=C(N=CN1)N(C=C2C2=CC=CC=C2)C=2C=C(C#N)C=CN2